[Si](C1=CC=CC=C1)(C1=CC=CC=C1)(C(C)(C)C)OCC=O 2-((tert-butyldiphenylsilyl)oxy)acetaldehyde